C(#N)C=1C=C(C=NC1OC(F)F)NC(=O)[C@@H]1C[C@](C2=C1C=NC=1N2N=C(C1)F)(C1=NN(C=C1)C)C (6R,8R)-N-(5-cyano-6-(difluoromethoxy)pyridin-3-yl)-2-fluoro-8-methyl-8-(1-methyl-1H-pyrazol-3-yl)-7,8-dihydro-6H-cyclopenta[e]pyrazolo[1,5-a]pyrimidine-6-carboxamide